FC1(CN(CCC1=O)C(=O)OC(C)(C)C)F tert-butyl 3,3-difluoro-4-oxo-piperidine-1-carboxylate